(5-amino-1-{6-[(2,6-difluorophenyl)oxy]-4-methylpyridin-3-yl}pyrazol-4-yl)[6-(1-methyl-hexahydropyridin-4-yl)-5,6,7,8-tetrahydro-1H-pyrrolo[2,3-g]isoquinolin-2-yl]methanone NC1=C(C=NN1C=1C=NC(=CC1C)OC1=C(C=CC=C1F)F)C(=O)C1=CC=2C(=CC=3CCN(CC3C2)C2CCN(CC2)C)N1